3-(3-pyridyl)-2-butenoic acid N1=CC(=CC=C1)C(=CC(=O)O)C